ClC1=CC=C(CNC(=O)NC2=CC=C(C=C2)CN2[C@@H](CCCC2=O)C)C=C1 (R)-1-(4-chlorobenzyl)-3-(4-((2-methyl-6-oxopiperidin-1-yl)methyl)phenyl)urea